((((2-acetylnaphtho[2,3-b]furan-4,9-diyl)bis(oxy))bis(carbonyl)bis(azanediyl))bis(ethane-2,1-diyl))bis(azanediyl)diacetic acid monohydrochloride Cl.C(C)(=O)C1=CC2=C(O1)C(=C1C=CC=CC1=C2OC(=O)NCCNCC(=O)O)OC(=O)NCCNCC(=O)O